Di-O-tert-Butyldimethylsilyl-5-Pentylresorcin [Si](C)(C)(C(C)(C)C)OC1=CC(O[Si](C)(C)C(C)(C)C)=CC(=C1)CCCCC